ClC1=C(C=CC=C1C=1C=C2C(N(C=NN2C1)CCN1N=CN=C1)=O)C1=C(C(=CC=C1)C=1C=C2C(N(C=NN2C1)CCN1N=CN=C1)=O)Cl 6,6'-(2,2'-dichloro-[1,1'-biphenyl]-3,3'-diyl)bis(3-(2-(1H-1,2,4-triazol-1-yl)ethyl)pyrrolo[2,1-f][1,2,4]triazin-4(3H)-one)